N-((3S,4S)-3-((6-(2,6-difluoro-3,5-di-methoxyphenyl)-8-(((1-methylpyrrolidin-3-yl)methyl)amino)pyrido[3,4-d]pyrimidin-2-yl)amino)tetrahydro-2H-pyran-4-yl)acrylamide FC1=C(C(=C(C=C1OC)OC)F)C1=CC2=C(N=C(N=C2)N[C@@H]2COCC[C@@H]2NC(C=C)=O)C(=N1)NCC1CN(CC1)C